((6-(7-Azabicyclo[2.2.1]heptane-7-yl)-1-oxo-2,3-dihydro-1H-pyrrolo[3,4-c]pyridine-4-yl)methyl)(methyl)carbamate C12CCC(CC1)N2C2=CC1=C(C(=N2)COC(NC)=O)CNC1=O